C(C)(C)(C)[Si](OC=1C(=C(C(=O)OC)C=CC1)C)(C)C methyl 3-(tert-butyl-dimethyl-silanyloxy)-2-methyl-benzoate